2-{acryloyloxy}-N,N,N-trimethylethanaminium C(C=C)(=O)OCC[N+](C)(C)C